1-isothiocyanato-3-nitrobenzene N(=C=S)C1=CC(=CC=C1)[N+](=O)[O-]